(R)-(4-amino-7-fluoroimidazo[1,5-a]quinoxalin-8-yl)(2-(4-fluorophenyl)piperidin-1-yl)methanone NC=1C=2N(C3=CC(=C(C=C3N1)F)C(=O)N1[C@H](CCCC1)C1=CC=C(C=C1)F)C=NC2